N1C(=NCC2=CC=CC=C12)SCCCC(=O)N1CCCC1 4-((1,4-dihydroquinazolin-2-yl)thio)-1-(pyrrolidin-1-yl)butan-1-one